6-heptyl-1,4-diazaspiro[4.4]nonan-2-one C(CCCCCC)C1C2(NCC(N2)=O)CCC1